FC1=C(C(=CC(=C1)F)F)CP(O)(=O)CC[C@H]1OC([C@H]([C@H]([C@@H]1OCC1=CC(=C(C=C1)OC)OC)OCC1=CC(=C(C=C1)OC)OC)OCC1=CC(=C(C=C1)OC)OC)OC1=CC=C(C=C1)OC (2,4,6-trifluorophenyl)methyl-[2-[(2R,3R,4S,5S)-3,4,5-tris[(3,4-dimethoxyphenyl)methoxy]-6-(4-methoxyphenoxy)tetrahydropyran-2-yl]ethyl]phosphinic acid